sodium hydrogencitrate sesquihydrate C(C(=O)O)C(CC(=O)[O-])(C(=O)O)O.O.[Na+]